C(C)N1N=NC2=C1C=CC(=C2C)[C@@H](CC(=O)OC)C2=NC=1CNCCC1C=C2 methyl (3R)-3-(1-ethyl-4-methyl-benzotriazol-5-yl)-3-(5,6,7,8-tetrahydro-1,7-naphthyridin-2-yl)propanoate